4-(4-(3,6-diazabicyclo[3.2.2]nonan-3-yl)-6-chloro-8-fluoro-2-(((2R,7aS)-2-fluorotetrahydro-1H-pyrrolizin-7a(5H)-yl)methoxy)quinazolin-7-yl)-7-fluorobenzo[d]thiazol-2-amine C12CN(CC(NC1)CC2)C2=NC(=NC1=C(C(=C(C=C21)Cl)C2=CC=C(C1=C2N=C(S1)N)F)F)OC[C@]12CCCN2C[C@@H](C1)F